(4-((5-(methylsulfonyl)-1H-benzo[d]imidazol-1-yl)methyl)phenyl)boronic acid CS(=O)(=O)C1=CC2=C(N(C=N2)CC2=CC=C(C=C2)B(O)O)C=C1